2-amino-5-(4-(2-cyclopentylacetamido)-2-methylphenyl)-N-isopropylnicotinamide NC1=C(C(=O)NC(C)C)C=C(C=N1)C1=C(C=C(C=C1)NC(CC1CCCC1)=O)C